BrC1=CC=C(C(=C1O)F)C 6-bromo-2-fluoro-3-methylphenol